(2-amino-6-(4-(4-methylpiperazin-1-yl)phenyl)imidazo[1,2-a]pyridin-3-yl)((1s,2s)-2-fluorocyclopropyl)methanone NC=1N=C2N(C=C(C=C2)C2=CC=C(C=C2)N2CCN(CC2)C)C1C(=O)[C@H]1[C@H](C1)F